C(C)(C)(C)OC(=O)N1C(CCCC1)C=1C=C2CCN(C2=CC1F)C1C(NC(CC1)=O)=O [1-(2,6-dioxo-3-piperidinyl)-6-fluoro-indolin-5-yl]piperidine-1-carboxylic acid tert-butyl ester